methyl (R)-3-amino-4-(2,4,5-trifluorophenyl)butanoate N[C@@H](CC(=O)OC)CC1=C(C=C(C(=C1)F)F)F